7-[(3R,4S)-4-[(4-chlorophenyl)amino]-3-methylpiperidin-1-yl]-2,4-dimethyl-5-oxo-4H,5H-[1,3]thiazolo[5,4-b]pyridine-6-carbonitrile ClC1=CC=C(C=C1)N[C@@H]1[C@@H](CN(CC1)C=1C2=C(N(C(C1C#N)=O)C)SC(=N2)C)C